(2S,4S)-N-((4-carbamimidoylthiophen-2-yl)methyl)-1-((4-phenoxybutanoyl)glycyl)-4-(m-tolyl)pyrrolidine-2-carboxamide C(N)(=N)C=1C=C(SC1)CNC(=O)[C@H]1N(C[C@@H](C1)C=1C=C(C=CC1)C)C(CNC(CCCOC1=CC=CC=C1)=O)=O